N-[2-(4-bromo-3,5-dimethyl-phenyl)-3,5-dioxo-1,2,4-triazine-6-yl]carbamic acid tert-butyl ester C(C)(C)(C)OC(NC=1C(NC(N(N1)C1=CC(=C(C(=C1)C)Br)C)=O)=O)=O